5-carboxymethyl-aminomethyl-2'-O-methyl-uridine C(=O)(O)CC=1C(NC(N([C@]2([C@H](OC)[C@H](O)[C@@H](CO)O2)CN)C1)=O)=O